5-chloro-2-(4,4-difluoroazepan-1-yl)-N-(4-fluoro-3-(sulfamoylamino)phenyl)-6-methylnicotinamide ClC=1C(=NC(=C(C(=O)NC2=CC(=C(C=C2)F)NS(N)(=O)=O)C1)N1CCC(CCC1)(F)F)C